N1=CC=CC2=CC=CC(=C12)S(=O)(=O)N QUINOLINE-8-SULFONAMIDE